C1(=CC=CC=C1)C1C(C1)(C(=O)OCC)C(=O)OCC diethyl 2-phenylcyclopropane-1,1-dicarboxylate